(R)-1-(4-((5-(1-(2,2-difluoroethyl)-2-methyl-1H-benzo[d]imidazol-6-yl)-6-fluoro-4-methoxypyrrolo[2,1-f][1,2,4]triazin-2-yl)amino)-3,3-difluoropiperidin-1-yl)ethan-1-one-2,2,2-d3 FC(CN1C(=NC2=C1C=C(C=C2)C=2C(=CN1N=C(N=C(C12)OC)N[C@H]1C(CN(CC1)C(C([2H])([2H])[2H])=O)(F)F)F)C)F